BrC=1C=C(C=CC1F)N1C[C@H](OCC1)C (2R)-4-(3-bromo-4-fluorophenyl)-2-methylmorpholine